1-aminoethyl-methyl-dimethoxysilane NC(C)[Si](OC)(OC)C